C(C)(C)(C)C=1C=C(CN(C(CN(S(=O)(=O)C2=C(C(=C(C(=C2F)F)F)F)F)CC2=C(C=C(C=C2)F)Cl)=O)C2=C(C=C(C(=O)O)C=C2)OC)C=C(C1)C1CC1 4-(N-(3-(tert-butyl)-5-cyclopropylbenzyl)-2-(N-(2-chloro-4-fluorobenzyl)-(2,3,4,5,6-pentafluorophenyl)sulfonamido)acetamido)-3-methoxybenzoic acid